FC(C=1C(=C(C=CC1)[C@@H](C)NC=1C2=C(N=C(N1)C)NC(C(=C2)C(=O)N(C)C)=O)F)F |r| (±)-4-((1-(3-(difluoromethyl)-2-fluorophenyl)ethyl)amino)-N,N,2-trimethyl-7-oxo-7,8-dihydropyrido[2,3-d]pyrimidine-6-carboxamide